[5-Amino-1-[2-chloro-5-hydroxyphenyl]pyrazol-4-yl]-[5-(morpholin-4-ylmethyl)-1H-indol-2-yl]methanone NC1=C(C=NN1C1=C(C=CC(=C1)O)Cl)C(=O)C=1NC2=CC=C(C=C2C1)CN1CCOCC1